ClC1=CC=C2C(=CNC2=C1F)S(=O)(=O)NC1=NC(=C(C=C1F)Cl)OC 6-chloro-N-(5-chloro-3-fluoro-6-methoxypyridin-2-yl)-7-fluoro-1H-indole-3-sulfonamide